C(C)(=O)OCCCCCCCCCC Acetic acid, decyl ester